CC12CC(CCC2O1)C(=O)OC1=CC2=CC=C(C(=C2C=C1)OC(F)(F)F)F 6-fluoro-5-(trifluoromethoxy)naphthalen-2-ol methyl-7-oxabicyclo[4.1.0]heptane-3-carboxylate